C(=O)(O)C1=CC=C(C=C1)C(C(F)(F)F)(C(F)(F)F)C1=CC=C(C=C1)C(=O)O 2,2-bis(4-carboxyphenyl)hexafluoropropane